(R)-6-(3-(2,3-difluorophenyl)isoxazolidin-2-yl)-N-(2-methoxy-4-(1-methylpiperidin-4-yl)phenyl)pyrimidin-4-amine FC1=C(C=CC=C1F)[C@@H]1N(OCC1)C1=CC(=NC=N1)NC1=C(C=C(C=C1)C1CCN(CC1)C)OC